N4-(6-fluoro-8-methyl-cinnolin-4-yl)-N2-(4-(piperazin-1-yl)phenyl)-pyrimidine-2,4-diamine FC=1C=C2C(=CN=NC2=C(C1)C)NC1=NC(=NC=C1)NC1=CC=C(C=C1)N1CCNCC1